C(#N)C=1C=CC(=C2C=CC=NC12)N1CC2N([C@@H](C1)C)CC/C(/C2)=N\NS(=O)(=O)C2=CC=C(C=C2)C N'-((4r,e)-2-(8-cyanoquinolin-5-yl)-4-methyl-octahydro-8H-pyrido[1,2-a]pyrazin-8-ylidene)-4-methylbenzenesulfonyl-hydrazine